Tert-butyl 4-[2-(7-chloro-1,6-naphthyridin-2-yl)-1-ethoxy-1-oxopropan-2-yl]piperidine-1-carboxylate ClC1=NC=C2C=CC(=NC2=C1)C(C(=O)OCC)(C)C1CCN(CC1)C(=O)OC(C)(C)C